C(C)OC(=O)C=1OC2=C(C1)C(=CC=C2)N2CCN(CC2)S(=O)(=O)C2=C(C=CC=C2Cl)Cl 4-(4-((2,6-dichlorophenyl)sulfonyl)piperazine-1-yl)benzofuran-2-carboxylic acid ethyl ester